CS(=O)(=O)C=1C=C(C(=O)N2[C@H](CCC2)C(=O)O)C=CC1 (3-(methylsulfonyl)benzoyl)-D-proline